2-{4-[(2-{3-[(4-methanesulfonyl-phenyl)amino]prop-1-yn-1-yl}-1-(2,2,2-trifluoroethyl)-1H-indol-4-yl)amino]piperidin-1-yl}acetic acid CS(=O)(=O)C1=CC=C(C=C1)NCC#CC=1N(C2=CC=CC(=C2C1)NC1CCN(CC1)CC(=O)O)CC(F)(F)F